FC(CN1CC=2N(C=3C=CC=CC3C2)CC1C)(C)C 2-(2-fluoro-2-methylpropyl)-3-methyl-1,2,3,4-tetrahydropyrazino[1,2-a]indole